3-(3-(2-(2-(5-((6,7-difluoro-4-methyl-1H-indol-5-yl)oxy)-2-fluorophenyl)-1H-imidazol-4-yl)propan-2-yl)-2-fluorophenyl)propanoic acid FC1=C(C(=C2C=CNC2=C1F)C)OC=1C=CC(=C(C1)C=1NC=C(N1)C(C)(C)C=1C(=C(C=CC1)CCC(=O)O)F)F